phenyl-(fluorophenyl)pyridine C1(=CC=CC=C1)C=1C(=NC=CC1)C1=C(C=CC=C1)F